C(#N)C[C@@H]1N(CCN(C1)C1=NC(=NC2=C(C(=C(C=C12)F)C1=CC=CC2=CC=C(C(=C12)C#C[Si](C(C)C)(C(C)C)C(C)C)F)F)F)C(=O)OC(C)(C)C tert-butyl (2S)-2-(cyanomethyl)-4-(2,6,8-trifluoro-7-(7-Fluoro-8-((triisopropylsilyl)ethynyl)naphthalene-1-yl)-quinazolin-4-yl)piperazine-1-carboxylate